C12(CC(C1)C2)C2=CC=C(OCC1(CN(CC1)C(C1=CC=C(C=C1)OC)=O)C(=O)OC)C=C2 methyl 3-(4-{bicyclo[1.1.1]pentan-1-yl}phenoxymethyl)-1-(4-methoxybenzoyl)pyrrolidine-3-carboxylate